2,6-dibenzyloxy-3-(5-bromo-2-fluoro-phenyl)pyridine C(C1=CC=CC=C1)OC1=NC(=CC=C1C1=C(C=CC(=C1)Br)F)OCC1=CC=CC=C1